N[C@@](C=O)(CCN)C (R)-2,4-diamino-2-methylbutanal